ClC1=C(C=CC=C1)N1C(N=C(C2=CC(=C(C=C12)C1CC1)C(F)F)NC)=O 1-(2-chlorophenyl)-7-cyclopropyl-6-(difluoromethyl)-4-(methylamino)-quinazolin-2(1H)-one